ethyl (3-chloro-2-cyanophenyl)carbamate ClC=1C(=C(C=CC1)NC(OCC)=O)C#N